tert-butyl (R)-3-((3-hydroxypropyl)amino)pyrrolidine-1-carboxylate OCCCN[C@H]1CN(CC1)C(=O)OC(C)(C)C